1-(2-amino-3-(3-(2-(3-chloro-4-fluorophenyl)-1-methoxypropan-2-yl)thioureido)benzyl)-3-methylurea NC1=C(CNC(=O)NC)C=CC=C1NC(=S)NC(COC)(C)C1=CC(=C(C=C1)F)Cl